FC1([C@H]2CC=3C(=NNC3C[C@]21C)C(=O)NC=2C=NN(C2)C2CCC(CC2)C(=O)O)F (1R,4R)-4-{4-[(4aS,5aR)-5,5-difluoro-5a-methyl-1H,4H,4aH,5H,5aH,6H-cyclopropa[f]indazole-3-amido]-1H-pyrazol-1-yl}cyclohexane-1-carboxylic acid